FC(C(=O)O)(F)F.FC(C(=O)O)(F)F.NC1CC(C1)N1CCN(CC1)C(C)=O 1-(4-((1r,3r)-3-aminocyclobutyl)piperazin-1-yl)ethan-1-one bis(2,2,2-trifluoroacetate)